tert-butyl 4-[2-formyl-6-(methylcarbamoyl)pyridin-3-yl]piperazine-1-carboxylate C(=O)C1=NC(=CC=C1N1CCN(CC1)C(=O)OC(C)(C)C)C(NC)=O